COCCOCCOCCOCCOCCOCCOCCC 2,5,8,11,14,17,20-heptaoxatricosane